tert-butyl (1R,5R)-6-(8-fluoro-7-(8-((triisopropylsilyl)ethynyl)naphthalen-1-yl)pyrido[4,3-d]pyrimidin-4-yl)-2,6-diazabicyclo[3.2.0]heptane-2-carboxylate FC1=C(N=CC2=C1N=CN=C2N2[C@@H]1CCN([C@@H]1C2)C(=O)OC(C)(C)C)C2=CC=CC1=CC=CC(=C21)C#C[Si](C(C)C)(C(C)C)C(C)C